S1C=C(C=C1)C=1C=NC2=CC=CC=C2C1 3-thiophen-3-yl-quinoline